C(C)(C)(C)OC(=O)N1C(C=2C=CC(=NC2CC1)Cl)=O 2-chloro-5-oxo-7,8-dihydro-1,6-naphthyridine-6-carboxylic acid tert-butyl ester